(1R,2R)-N-(7-chloro-6-(1-((3R,4R)-4-hydroxy-3-methyltetrahydrofuran-3-yl)piperidin-4-yl)isoquinolin-3-yl)-2-(pyridin-2-yl)cyclopropane-1-carboxamide ClC1=C(C=C2C=C(N=CC2=C1)NC(=O)[C@H]1[C@@H](C1)C1=NC=CC=C1)C1CCN(CC1)[C@@]1(COC[C@@H]1O)C